C(C)N1C(N(C(C2=C1N(C(C=C2NC2=NC=CC=C2)=O)C)=O)C)=O 1-ethyl-3,8-dimethyl-5-(pyridin-2-ylamino)pyrido[2,3-d]pyrimidine-2,4,7(1h,3h,8h)-trione